C(C=CC1=CC=CC=C1)OC(=O)C=1C=NN(C1)C=1C=C2C(=CN(C2=CC1)C(C)C)C#N cinnamyl-1-(3-cyano-1-isopropyl-1H-indol-5-yl)-1H-pyrazole-4-carboxylate